COC1=C(OC2=CC=C(C=N2)NC(C2=CC=C(C=C2)C(F)(F)F)=O)C=CC(=C1)NC N-{6-[2-methoxy-4-(methylamino)phenoxy]pyridin-3-yl}-4-(trifluoromethyl)benzamide